N-(4-((4-cyclohexylphenyl)amino)benzyl)-5-oxopyrrolidine-3-carboxamide C1(CCCCC1)C1=CC=C(C=C1)NC1=CC=C(CNC(=O)C2CNC(C2)=O)C=C1